CN1[C@@H]([C@H](CC1=O)C(=O)NCCOC1CCC(CC1)OCCCC(=O)NC1CCC(CC1)C(=O)OCCCC)C=1C=NC=CC1 butyl (1R,4r)-4-(4-(((1S,4R)-4-(2-((2S,3S)-1-Methyl-5-oxo-2-(pyridin-3-yl)pyrrolidine-3-carboxamido)ethoxy)cyclohexyl)oxy)butanamido)cyclohexane-1-carboxylate